(S)-(5-(2-amino-[1,2,4]triazolo[1,5-a]pyridin-7-yl)-1-methyl-1H-indol-3-yl)(4,4-difluoro-2-(4-fluorophenyl)pyrrolidin-1-yl)methanone NC1=NN2C(C=C(C=C2)C=2C=C3C(=CN(C3=CC2)C)C(=O)N2[C@@H](CC(C2)(F)F)C2=CC=C(C=C2)F)=N1